O=C1NC(CCC1N1C(C2=CC=CC(=C2C1)NC(CCCNC(OC(C)(C)C)=O)=O)=O)=O tert-butyl (4-((2-(2,6-dioxopiperidin-3-yl)-1-oxoisoindolin-4-yl)amino)-4-oxobutyl)carbamate